tert-butyl ((3R)-1-(2-amino-7-(oxetan-3-yl)-7,8-dihydro-6H-pyrimido[5,4-b][1,4]oxazin-4-yl)pyrrolidin-3-yl)(methyl)carbamate NC=1N=C(C=2OCC(NC2N1)C1COC1)N1C[C@@H](CC1)N(C(OC(C)(C)C)=O)C